8-bromo-6-methyl-2-morpholino-3-(tetrahydrofuran-3-ylmethyl)quinazolin-4-one BrC=1C=C(C=C2C(N(C(=NC12)N1CCOCC1)CC1COCC1)=O)C